C(C)C=1C=CC2=CN(N=C2C1NC(=O)N=[S@@](=O)(N)C=1SC(=CN1)C(C)(C)O)C |o1:15| (S) or (R)-N'-((6-ethyl-2-methyl-2H-indazol-7-yl)carbamoyl)-5-(2-hydroxypropan-2-yl)thiazole-2-sulfonimidamide